(4-(5-Bromo-3-(2,5-dimethyl-1H-pyrrol-1-yl)-1H-pyrazol-1-yl)phenyl)(pyrrolidin-1-yl)methanone BrC1=CC(=NN1C1=CC=C(C=C1)C(=O)N1CCCC1)N1C(=CC=C1C)C